21H,23H-porphyrin platinum [Pt].C12=CC=C(N1)C=C1C=CC(=N1)C=C1C=CC(N1)=CC=1C=CC(N1)=C2